FC(C=1C=C2C(=NC1)SC=C2N)(F)F 5-(trifluoromethyl)thieno[2,3-b]pyridin-3-amine